C(C)(C)(C)OC(=O)N1CC2(C1)CC(C2)CC=2N=NC(=CC2)C(F)(F)F 6-[[6-(trifluoromethyl)pyridazin-3-yl]methyl]-2-azaspiro[3.3]heptane-2-carboxylic acid tert-butyl ester